FC1=C(C(=NC=C1F)N)C(=C)C1=CC=CC=C1 4,5-difluoro-3-(1-phenylvinyl)pyridin-2-amine